ethyl 6-(4-methyl-3,4-dihydro-2H-1,4-benzoxazin-6-yl)-4-oxo-4,5-dihydropyrazolo-[1,5-a]pyrazine-2-carboxylate CN1CCOC2=C1C=C(C=C2)C=2NC(C=1N(C2)N=C(C1)C(=O)OCC)=O